Hydroxy-Proline ON1[C@@H](CCC1)C(=O)O